(2S)-1-(9H-fluoren-9-ylmethoxycarbonyl)piperidin-2-carboxylic acid C1=CC=CC=2C3=CC=CC=C3C(C12)COC(=O)N1[C@@H](CCCC1)C(=O)O